C1(=CC=CC=C1)[C@H]1N(OCC1)S(=O)(=O)C=C (S)-3-phenyl-2-(vinylsulfonyl)isoxazolidine